(4-(1-(5-((4-(4-bromo-7,7-dimethyl-5-oxo-5,7-dihydroindolo[1,2-a]quinazolin-10-yl)piperazin-1-yl)methyl)pyrimidin-2-yl)piperidin-4-yl)-2,6-difluorophenyl)piperidine-2,6-dione BrC=1C=2C(N=C3N(C2C=CC1)C1=CC(=CC=C1C3(C)C)N3CCN(CC3)CC=3C=NC(=NC3)N3CCC(CC3)C3=CC(=C(C(=C3)F)N3C(CCCC3=O)=O)F)=O